((1R,4R)-4-isopropoxycyclohexyl)-8-(trifluoromethyl)pyrido[4,3-d]pyrimidine-2,5-diamine C(C)(C)OC1CCC(CC1)C=1C2=C(N=C(N1)N)C(=CN=C2N)C(F)(F)F